N1CCC(CC1)OC1=CC2=C(C=N1)CN(C2)C2=C(C(NN=C2)=O)C(F)(F)F 5-[6-(piperidin-4-yloxy)-1H,2H,3H-pyrrolo[3,4-c]pyridin-2-yl]-4-(trifluoromethyl)-2,3-dihydropyridazin-3-one